(ethoxymethyl)-5-(4-fluoro-2,6-dimethoxyphenyl)-3-[(3R)-3-phenylpyrrolidine-1-carbonyl]pyridine-2,4-diol C(C)OCC1=C(C(=C(C(=N1)O)C(=O)N1C[C@H](CC1)C1=CC=CC=C1)O)C1=C(C=C(C=C1OC)F)OC